3-amino-5-bromo-quinoline-2-carboxamide NC=1C(=NC2=CC=CC(=C2C1)Br)C(=O)N